Cl.C(C1=CC=CC=C1)C1=CC=C2C(CN(C2=C1)C(CN1[C@H](CN[C@@H](C1)C)COC)=O)(C)C 1-(6-Benzyl-3,3-dimethyl-2,3-dihydro-1H-indol-1-yl)-2-[(2R,5R)-2-(methoxymethyl)-5-methylpiperazin-1-yl]ethan-1-one, hydrochloride salt